2-((2s,3s,4s)-5-chloro-6-fluoro-2-((((trans)-4-hydroxy-4-methylcyclohexyl)amino)methyl)-3-methyl-2-(pyridin-3-yl)-2,3-dihydrobenzofuran-4-yl)-3-fluoro-4-methoxybenzamide ClC=1C(=CC2=C([C@@H]([C@](O2)(C=2C=NC=CC2)CNC2CCC(CC2)(C)O)C)C1C1=C(C(=O)N)C=CC(=C1F)OC)F